N[C@H](C)C1=CC=C(C(=O)NC2=C3C(=NC=C2)NC=C3)C=C1 (R)-4-(1-aminoethyl)-N-1H-pyrrolo[2,3-b]pyridin-4-ylbenzamide